benzyl N-[(1R)-1-[(2s,6R)-6-[(1R,2R,3S,4R,6S)-4,6-diazido-2,3-dihydroxy-cyclohexoxy]tetrahydropyran-2-yl]ethyl]carbamate N(=[N+]=[N-])[C@H]1[C@@H]([C@H]([C@@H]([C@H](C1)N=[N+]=[N-])O[C@@H]1CCC[C@H](O1)[C@@H](C)NC(OCC1=CC=CC=C1)=O)O)O